Methyl 4-[(1S)-1-[[4-(tert-butoxycarbonylamino)-1,1-dioxo-thiane-4-carbonyl]amino]ethyl]benzoate C(C)(C)(C)OC(=O)NC1(CCS(CC1)(=O)=O)C(=O)N[C@@H](C)C1=CC=C(C(=O)OC)C=C1